7-(1-(4-Chlorobenzyl)piperidin-3-yl)-2-methyl-3-(1-methyl-1H-pyrazol-4-yl)pyrazolo[1,5-a]pyrimidine ClC1=CC=C(CN2CC(CCC2)C2=CC=NC=3N2N=C(C3C=3C=NN(C3)C)C)C=C1